4-[6-amino-4-ethyl-5-(4-hydroxyphenyl)-3-pyridyl]-2-fluoro-benzonitrile NC1=C(C(=C(C=N1)C1=CC(=C(C#N)C=C1)F)CC)C1=CC=C(C=C1)O